cyclopropyl-(piperazine-1-yl) methyl ketone hydrochloride Cl.CC(=O)N1C(CNCC1)C1CC1